C1=CC=CC=2C3=CC=CC=C3C(C12)COC(=O)N[C@H]1[C@@H](CCC1)/C=C/C(=O)O (E)-3-((1S,2R)-2-((((9H-fluoren-9-yl)methoxy)carbonyl)amino)cyclopentyl)acrylic acid